CC1=CC2=C(C3=CC=CC=C3C(=C2C=C1)OC(CCCCCC)=O)OC(CCCCCC)=O 2-methyl-9,10-bis(n-heptanoyloxy)anthracene